CN1N=C(C2=CC=C(C=C12)NC1CC2CNCC2CC1)C1C(NC(CC1)=O)=O 3-(1-methyl-6-((octahydro-1H-isoindol-5-yl)amino)-1H-indazol-3-yl)piperidine-2,6-dione